d-1,5-diaminoanthraquinon NC1=CC=CC=2C(C3=C(C=CC=C3C(C12)=O)N)=O